(2R,3R,4R,4aR,8aR)-2-(hydroxymethyl)octahydro-2H-pyrano[3,2-b]pyridine-3,4-diol OC[C@@H]1[C@@H]([C@@H]([C@H]2NCCC[C@H]2O1)O)O